1,3-Di-n-octylimidazolium-2-carboxylate C(CCCCCCC)N1C(=[N+](C=C1)CCCCCCCC)C(=O)[O-]